FC(OC1=NC(=NC(=C1)OC(F)F)N1C(C=2NC3=CC=C(C=C3C2CC1)Cl)CC(C)C)F 2-[4,6-bis(difluoromethoxy)pyrimidin-2-yl]-6-chloro-1-(2-methylpropyl)-2,3,4,9-tetrahydro-1H-pyrido[3,4-b]indole